butane-diol C(CCC)(O)O